ClC=1C=CC(=C(C1)C1=NN(C=C1NC(=O)C=1C=NN2C1N=CC=C2)C(C(=O)N2CC(CC2)(F)F)F)OC N-(3-(5-chloro-2-methoxyphenyl)-1-(2-(3,3-difluoropyrrolidin-1-yl)-1-fluoro-2-oxoethyl)-1H-pyrazol-4-yl)pyrazolo[1,5-a]pyrimidine-3-carboxamide